BrC1=CC=C2CCCC3(CC=4N=C(N=C(C4CO3)Cl)SC)C2=C1F 7-bromo-4'-chloro-8-fluoro-2'-(methylthio)-3,4,5',8'-tetrahydro-2H-spiro[naphthalene-1,7'-pyrano[4,3-d]pyrimidine]